diphenyl stearyl trithiophosphite P(SC1=CC=CC=C1)(SC1=CC=CC=C1)SCCCCCCCCCCCCCCCCCC